(5Z)-7-[(1R,2R,3R,5S)-2-[(1E)-3,3-difluoro-4-phenoxy-1-buten-1-yl]-3,5-dihydroxycyclopentyl]-5-heptenoic acid isopropyl ester C(C)(C)OC(CCC\C=C/C[C@@H]1[C@H]([C@@H](C[C@@H]1O)O)\C=C\C(COC1=CC=CC=C1)(F)F)=O